C(C(C)C)N(C(C(N)=O)=O)CC1=CC=C(C=C1)S(F)(F)(F)(F)F N'-isobutyl-N'-[[4-(pentafluoro-sulfanyl)phenyl]methyl]oxamide